(1R,2S,5R)-7-oxo-2-(piperidin-4-ylcarbamoyl)-1,6-diazabicyclo[3.2.1]oct-6-yl hydrogensulfate S(=O)(=O)(O)ON1[C@@H]2CC[C@H](N(C1=O)C2)C(NC2CCNCC2)=O